NC=1N=C(SC1C(C1=CC=C(C=C1)OC)=O)N([C@@H](C(=O)N)C)C=1C=NC(=CC1)OC(F)(F)F |r| rac-2-[[4-amino-5-(4-methoxybenzoyl)thiazol-2-yl]-[6-(trifluoromethoxy)-3-pyridyl]amino]propanamide